(R)-4-chloro-N-(1-isopropylpiperidin-3-yl)phthalazin-1-amine ClC1=NN=C(C2=CC=CC=C12)N[C@H]1CN(CCC1)C(C)C